C1(=CC=CC=C1)C=1NC2=CC(=CC=C2C1C(CC(F)(F)F)C1=CC=CC=C1)B(O)O (2-phenyl-3-(3,3,3-trifluoro-1-phenylpropyl)-1H-indol-6-yl)boronic acid